1-(2-amino-5-bromo-3-fluorophenyl)-5-(hydroxymethyl)pyrrolidin-2-one NC1=C(C=C(C=C1F)Br)N1C(CCC1CO)=O